9,9-bis(4-(2-hydroxyeth-oxy)phenyl)fluorene OCCOC1=CC=C(C=C1)C1(C2=CC=CC=C2C=2C=CC=CC12)C1=CC=C(C=C1)OCCO